7-cyano-2-phenylnaphtho[2,1-d]oxazole C(#N)C=1C=C2C=CC=3N=C(OC3C2=CC1)C1=CC=CC=C1